(S)-(5-((2-amino-2-(fluoromethyl)-4-methylpentyl)oxy)-6-(difluoromethyl)-[2,4'-bipyridyl]-2'-yl)carbamic acid methyl ester COC(NC1=NC=CC(=C1)C1=NC(=C(C=C1)OC[C@@](CC(C)C)(CF)N)C(F)F)=O